Glycerol phosphate sodium salt [Na+].P(=O)([O-])([O-])OCC(O)CO.[Na+]